C(C)OC(CCN)=O (S)-3-aminopropionic acid ethyl ester